FC1=C(C=CC=2N=C(OC21)C)C(C)=O 1-(7-fluoro-2-methylbenzo[d]oxazol-6-yl)ethan-1-one